C(C1=CC=CC=C1)N1N=C2C(N(CCC2=C1Cl)[C@@H]1C(N(C=2C(=CC=3CCN(CC3C2)C)OC1)C)=O)=O (S)-3-(2-benzyl-3-chloro-7-oxo-2,4,5,7-tetrahydro-6H-pyrazolo[3,4-c]pyridin-6-yl)-5,8-dimethyl-2,3,7,8,9,1-hexahydro-[1,4]oxazepino[2,3-g]isoquinolin-4(5H)-one